C(C=C)(=O)N1C[C@@H](N(CC1)C=1C2=C(N(C(N1)=O)C=1C(=NC=CC1SC)C(C)C)N=C(C(=C2)Cl)C2=C(C=CC=C2C(F)(F)F)F)C (S)-4-(4-propenoyl-2-methylpiperazin-1-yl)-6-chloro-7-(2-fluoro-6-(trifluoromethyl)phenyl)-1-(2-isopropyl-4-(methylsulfanyl)pyridin-3-yl)pyrido[2,3-d]pyrimidin-2(1H)-one